FC=1C=C2C=C(NC2=CC1)C(=O)[O-] 5-fluoro-1H-indole-2-carboxylate